tri(2-methylpropyl)aluminum CC(C[Al](CC(C)C)CC(C)C)C